(S)-4-(cyclopropylethynyl)-7-((6-methyl-2-oxo-1,2-dihydropyridin-3-yl)methyl)-4-(trifluoromethyl)-3,4-dihydroquinazolin-2(1H)-one C1(CC1)C#C[C@@]1(NC(NC2=CC(=CC=C12)CC=1C(NC(=CC1)C)=O)=O)C(F)(F)F